BrC=1NC(=C(N1)Cl)Cl 2-bromo-4,5-dichloroimidazole